FC=1C=C(C=C(C1OCC)F)C1=CC=C(C=C1)[C@@H]1OC[C@H](CO1)CCCCC trans-2-[3',5'-difluoro-4'-ethoxy-(1,1'-biphenyl)-4-yl]-5-amyl-1,3-dioxane